2-(1-(4-(4-Carboxyphenyl)-1H-pyrazol-1-yl)-2-((1R*,2R*)-2-(pyrrolidine-1-carbonyl)cyclopropyl)ethyl)-5-(5-chloro-2-(1H-tetrazol-1-yl)phenyl)pyridine 1-oxide C(=O)(O)C1=CC=C(C=C1)C=1C=NN(C1)C(C[C@@H]1[C@@H](C1)C(=O)N1CCCC1)C1=[N+](C=C(C=C1)C1=C(C=CC(=C1)Cl)N1N=NN=C1)[O-] |o1:16,17|